3-(5-(bis(4-methoxybenzyl)amino)-8-bromo-2-(((3-methylpyridin-2-yl)methyl)amino)-[1,2,4]triazolo[1,5-c]pyrimidin-7-yl)benzonitrile COC1=CC=C(CN(C2=NC(=C(C=3N2N=C(N3)NCC3=NC=CC=C3C)Br)C=3C=C(C#N)C=CC3)CC3=CC=C(C=C3)OC)C=C1